OCC1=C(C=CC=C1)NC=1N=C(N=NC1C(=O)N)NC1=CC2=C(CCN(CC2)C)C=C1OC ((2-(hydroxymethyl)phenyl)amino)-3-((8-methoxy-3-methyl-2,3,4,5-tetrahydro-1H-benzo[d]azepin-7-yl)amino)-1,2,4-triazine-6-carboxamide